4-chloro-2-(3-fluorooxetan-3-yl)pyrimidine ClC1=NC(=NC=C1)C1(COC1)F